CC1(OCC[C@H](O1)CCC(=O)C1=CC=CC=C1)C |r| (+-)-3-(2,2-dimethyl-1,3-dioxan-4-yl)-1-phenylpropan-1-one